bistrimethylsilylaluminium C[Si](C)(C)[Al][Si](C)(C)C